spiro[indoline-3,2'-[1,3]dioxane]-2-one O1C2(OCCC1)C(NC1=CC=CC=C12)=O